N1(CCCC2=CC=CN=C12)C(C(=O)O)CCCCCCC tetrahydronaphthyridinyl-nonanoic acid